N1N=NN=C1CSC1=NC(=CC(N1)=O)C(F)(F)F 2-(1H-tetrazol-5-ylmethylsulfanyl)-6-trifluoromethyl-3H-pyrimidin-4-one